COC=1C=C(C=C(C1)OC)C1=C(C=C(N)C=C1)[N+](=O)[O-] 4-(3,5-dimethoxyphenyl)-3-nitroaniline